3-(2-cyano-1-propen-1-yl)-2,2-dimethylcyclopropanecarboxylic acid [2,3,5,6-tetrafluoro-4-(methoxymethyl) phenyl]Methyl ester FC1=C(C(=C(C(=C1F)COC)F)F)COC(=O)C1C(C1C=C(C)C#N)(C)C